Phenacyl-Pyridinium C(C(=O)C1=CC=CC=C1)[N+]1=CC=CC=C1